1,11-dichloroundecane ClCCCCCCCCCCCCl